N-({5-[5-(trifluoromethyl)-1,2,4-oxadiazol-3-yl]pyridin-2-yl}methyl)-1H-1,2,3-triazol-4-amine FC(C1=NC(=NO1)C=1C=CC(=NC1)CNC=1N=NNC1)(F)F